(S)-1-(cyclopropylamino)-1,2-dioxohexan C1(CC1)NC(C(CCCC)=O)=O